BrC1=CC=C(C=N1)OCC1CC2(C1)CN(CC2)C(=O)OC(C)(C)C tert-butyl 2-(((6-bromopyridin-3-yl)oxy)methyl)-6-azaspiro[3.4]octane-6-carboxylate